tert-butyl (1R,2S)-2-[1-(tert-butoxycarbonyl)-3-[(5-methanesulfonyl-3-methoxypyridin-2-yl)amino]indazol-6-yl]-5'-methoxy-2'-oxospiro[cyclopropane-1,3'-indole]-1'-carboxylate C(C)(C)(C)OC(=O)N1N=C(C2=CC=C(C=C12)[C@@H]1C[C@@]12C(N(C1=CC=C(C=C21)OC)C(=O)OC(C)(C)C)=O)NC2=NC=C(C=C2OC)S(=O)(=O)C